N-[(3R)-5-(4-chlorobenzyl)-7-[1-(5,5-difluoro-1-methyl-3-piperidyl)pyrazol-4-yl]-8-fluoro-1,1,4-triketo-2,3-dihydro-1λ6,5-benzothiazepin-3-yl]carbamic acid tert-butyl ester C(C)(C)(C)OC(N[C@H]1CS(C2=C(N(C1=O)CC1=CC=C(C=C1)Cl)C=C(C(=C2)F)C=2C=NN(C2)C2CN(CC(C2)(F)F)C)(=O)=O)=O